di-(n-butyl)tin dilaurate C(CCCCCCCCCCC)(=O)[O-].C(CCCCCCCCCCC)(=O)[O-].C(CCC)[Sn+2]CCCC